ClC=1C=C(C2=CC=CC=C2C1)O 3-chloronaphthalen-1-ol